ClC1=NN2C(C=CC=C2\C=C/OCC)=N1 (Z)-2-chloro-5-(2-ethoxyvinyl)-[1,2,4]triazolo[1,5-a]pyridine